ClC=1C=CC2=C(N(C[C@H](O2)C(=O)NC23CC(C2)(C3)NC(COC3=CC(=C(C=C3)Cl)F)=O)CC(=C)C)C1 (2S)-6-chloro-N-{3-[2-(4-chloro-3-fluorophenoxy)acetamido]bicyclo[1.1.1]pent-1-yl}-4-(2-methylpropan-2-en-1-yl)-3,4-dihydro-2H-1,4-benzoxazine-2-carboxamide